(R)-N-(6-fluoro-2-methyl-[1,2,4]triazolo[1,5-a]pyridin-7-yl)-4-(3-methylpiperazin-1-yl)-2,3-dihydro-1H-pyrrolo[2,3-b]pyridine-1-carboxamide hydrochloride Cl.FC=1C(=CC=2N(C1)N=C(N2)C)NC(=O)N2CCC=1C2=NC=CC1N1C[C@H](NCC1)C